Cl.F[C@@H]1CNCC1 (3S)-3-fluoro-pyrrolidine hydrochloride